CN(C)CC1(CC1)CO 1-(dimethylaminomethyl)cyclopropane-1-methanol